FC=1C=C(C=C2CC3(C(NC(NC3=O)=O)=O)[C@@H]3N(C12)C[C@H](O[C@H]3C)C)C=3OC=C(N3)C (2R,4S,4aS)-10-fluoro-2,4-dimethyl-8-(4-methyloxazol-2-yl)-2,4,4a,6-tetra-hydro-1H,1'H-spiro[[1,4]oxazino[4,3-a]quinoline-5,5'-pyrimidine]-2',4',6'(3'H)-trione